2-(hydroxymethyl)acrylic acid propyl ester C(CC)OC(C(=C)CO)=O